(2S,4R)-Tert-Butyl 2-(5-bromo-3-chloro-2-fluorobenzylcarbamoyl)-4-fluoropyrrolidine-1-carboxylate BrC=1C=C(C(=C(CNC(=O)[C@H]2N(C[C@@H](C2)F)C(=O)OC(C)(C)C)C1)F)Cl